OCCN(NC1=C(C=CC=C1)Cl)CCO N-bis(beta-hydroxyethyl)amino-2-chloroaniline